C([C@H](O)C1=CC=CC=C1)(=O)[O-] |r| (+/-)-mandelate